2-[3-[1,3-Benzothiazol-2-ylamino]-4-methyl-6,7-dihydro-5H-pyrido[2,3-c]pyridazin-8-yl]-5-[3-[2-fluoro-4-(3-methyl-3-(methylamino)but-1-ynyl)phenoxy]propyl]thiazole-4-carboxylic acid S1C(=NC2=C1C=CC=C2)NC2=C(C1=C(N=N2)N(CCC1)C=1SC(=C(N1)C(=O)O)CCCOC1=C(C=C(C=C1)C#CC(C)(NC)C)F)C